ethyl cetyl ether C(CCCCCCCCCCCCCCC)OCC